(S)-4-amino-N-(6-cyclopropyl-2,3-dihydrobenzofuran-3-yl)-N-methylimidazo[1,5-a]quinoxaline-8-carboxamide NC=1C=2N(C3=CC(=CC=C3N1)C(=O)N(C)[C@@H]1COC3=C1C=CC(=C3)C3CC3)C=NC2